Dibutyltin diacrylate C(C=C)(=O)[O-].C(C=C)(=O)[O-].C(CCC)[Sn+2]CCCC